2,6-dibromophenyl sulfide BrC1=C(C(=CC=C1)Br)SC1=C(C=CC=C1Br)Br